bis(4-fluorophenyl)methanol FC1=CC=C(C=C1)C(O)C1=CC=C(C=C1)F